ClCCC(F)(F)F (Z)-1-chloro-3,3,3-trifluoropropane